N1C[C@H](CCC1)NC1=NC=C(C(=N1)C=1C=C(NC1)C(=O)NC1=CC=NC=C1)C(F)(F)F 4-(2-{[(3S)-piperidin-3-yl]amino}-5-(trifluoromethyl)pyrimidin-4-yl)-N-(pyridin-4-yl)-1H-pyrrol-2-carboxamide